2-(5-(4-chlorophenyl)thiophen-2-yl)-N-cyclopentylacetamide ClC1=CC=C(C=C1)C1=CC=C(S1)CC(=O)NC1CCCC1